ClC=1C=C(C=CC1)C1=NC(=NC(=N1)C1=CC=2C3=CC=CC=C3C3=CC=CC=C3C2C=C1)N1C2=CC=CC=C2C=2C=CC=CC12 9-(4-(3-chlorophenyl)-6-(triphenylen-2-yl)-1,3,5-triazin-2-yl)-9H-carbazole